FC1=C(CN2[C@@H](CCC2=O)CC(=O)N[C@@H]([C@H](OC)C)C(=O)OCC2=CC=C(C=C2)Br)C=CC=C1F 4-Bromobenzyl N-(2-((S)-1-(2,3-difluorobenzyl)-5-oxopyrrolidin-2-yl)acetyl)-O-methyl-L-threoninate